4-(dimethylphosphoryl)-4-hydroxypiperidine-1-carboxylic acid benzyl ester C(C1=CC=CC=C1)OC(=O)N1CCC(CC1)(O)P(=O)(C)C